1-(piperazin-1-yl)cyclopropanecarbonitrile N1(CCNCC1)C1(CC1)C#N